BrC=1C(=CC2=C(CCN(CC2C2=CC=CC=C2)C)C1)O 8-Bromo-3-methyl-5-phenyl-2,3,4,5-tetrahydro-1H-benzo[d]azepin-7-ol